(R)-3-((1-methylpyrrolidin-2-yl)methyl)-1H-indole-2,4,5,6,7-d5 CN1[C@H](CCC1)CC1=C(NC2=C(C(=C(C(=C12)[2H])[2H])[2H])[2H])[2H]